(R)-4-(3-(difluoromethyl)-1H-pyrazol-5-yl)-6-(3-(methylamino)pyrrolidin-1-yl)pyrimidin-2-amine bistrifluoroacetate FC(C(=O)O)(F)F.FC(C(=O)O)(F)F.FC(C1=NNC(=C1)C1=NC(=NC(=C1)N1C[C@@H](CC1)NC)N)F